3-(3-Chlorophenyl)-1H-pyrazole-5-carboxylic acid ClC=1C=C(C=CC1)C1=NNC(=C1)C(=O)O